3-Phenyl Propyl Hexanoate CCCCCC(=O)OCCCC1=CC=CC=C1